FC(C)(F)C=1C=C(C(=C(C1)[C@H](C(=O)O)N1C[C@@H](CC1)OCCCCCC1=NC=2NCCCC2C=C1)OC)F (R)-2-(5-(1,1-difluoroethyl)-3-fluoro-2-methoxyphenyl)-2-((R)-3-((5-(5,6,7,8-tetrahydro-1,8-naphthyridin-2-yl)pentyl)oxy)pyrrolidin-1-yl)acetic acid